3-(benzo[d][1,3]dioxol-5-yl)-N-((3S,4R)-3-hydroxy-2,2-dimethyl-8-oxo-2,3,4,8-tetrahydropyrano[3,2-g]chromen-4-yl)propanamide O1COC2=C1C=CC(=C2)CCC(=O)N[C@H]2[C@@H](C(OC1=CC3=C(C=C21)C=CC(O3)=O)(C)C)O